(7R,14R)-1-(difluoromethoxy)-11-(4-ethoxybut-1-yn-1-yl)-6-(methyl-d3)-6,7-dihydro-7,14-methanobenzo[f]benzo[4,5]imidazo[1,2-a][1,4]diazocin-5(14H)-one FC(OC1=CC=CC=2C(N([C@H]3C=4N([C@@H](C21)C3)C3=C(N4)C=CC(=C3)C#CCCOCC)C([2H])([2H])[2H])=O)F